ClC=1C=C2C=C(NC2=CC1OCC1=NC(=CC=C1)F)CNC(OC(C)(C)C)=O tert-butyl ((5-chloro-6-((6-fluoropyridin-2-yl)methoxy)-1H-indol-2-yl)methyl)carbamate